tert-Butyl 10-formyl-7-azaspiro[4.5]decane-7-carboxylate C(=O)C1CCN(CC12CCCC2)C(=O)OC(C)(C)C